COC1CC(C1)OC1=NN(C2=C1C=NC(=C2)NC(C)=O)C2OCCCC2 N-(3-(3-methoxycyclobutoxy)-1-(tetrahydro-2H-pyran-2-yl)-1H-pyrazolo[4,3-c]pyridin-6-yl)acetamide